tert-butyl 3-(9-methyl-6-(4-(trifluoromethoxy)phenyl)-9H-purin-2-yl)azetidine-1-carboxylate CN1C2=NC(=NC(=C2N=C1)C1=CC=C(C=C1)OC(F)(F)F)C1CN(C1)C(=O)OC(C)(C)C